2-amino-3-(7-methoxythieno[3,2-b]pyridine-2-carboxamido)propionic acid HBr salt Br.NC(C(=O)O)CNC(=O)C1=CC2=NC=CC(=C2S1)OC